COC1=C(C=C(C=N1)N1N=C2N=CN=C(C2=C1)N1CCN(CC1)C(=O)O)[N+](=O)[O-] 4-(2-(6-methoxy-5-nitropyridin-3-yl)-2H-pyrazolo[3,4-d]pyrimidin-4-yl)piperazine-1-carboxylic acid